(rac)-N-((3R,4S)-3-fluoropiperidin-4-yl)-2-(3-((2-methoxy-4-(methylsulfonyl)phenyl)amino)prop-1-yn-1-yl)-1-(2,2,2-trifluoroethyl)-1H-indol-4-amine F[C@@H]1CNCC[C@@H]1NC=1C=2C=C(N(C2C=CC1)CC(F)(F)F)C#CCNC1=C(C=C(C=C1)S(=O)(=O)C)OC |r|